FC1(CCC(CC1)OC=1N(C=C(N1)C)COCC[Si](C)(C)C)F 2-(4,4-difluorocyclohexyloxy)-4-methyl-1-((2-(trimethylsilyl)ethoxy)methyl)-1H-imidazole